NC1=C2C(=NC=N1)N(N=C2C2=NOC(=C2C2=NC=C(C=N2)C2CCN(CC2)C(=O)OC2=CC=C(C=C2)[N+](=O)[O-])C2CC2)C(C)(C)C (4-nitrophenyl) 4-[2-[3-(4-amino-1-tert-butyl-pyrazolo[3,4-d]pyrimidin-3-yl)-5-cyclopropyl-isoxazol-4-yl]pyrimidin-5-yl]piperidine-1-carboxylate